ClC=1C=C2C(CCOC2=C(C1)Br)=O 6-chloro-8-bromo-chroman-4-one